(2,2-dimethylpiperazin-1-yl)(6-methyl-5,6,7,8-tetrahydro-[1,2,4]triazolo[1,5-a]pyridin-6-yl)methanone CC1(N(CCNC1)C(=O)C1(CCC=2N(C1)N=CN2)C)C